C(C)(C)NC(OCC1CC(C1)C1=CC(=NN1)NC(CC1=CC(=NO1)C)=O)=O (3-(3-(2-(3-methylisoxazol-5-yl)acetamido)-1H-pyrazol-5-yl)cyclobutyl)methyl isopropylcarbamate